NC[C@H]1NC([C@H](SCC1)C1=CC(=CC=C1)OC1=CC(=CC=C1)C(F)(F)F)=O (2R,5S)-5-(aminomethyl)-2-[3-[3-(trifluoromethyl)phenoxy]phenyl]-1,4-thiazepan-3-one